azido-tetra-ethylene glycol N(=[N+]=[N-])C(COCCOCCOCCO)O